3,4-diethoxy-N-((2S)-1-oxo-1-(6-(pyridin-3-yl)-5,6-dihydropyridin-1(2H)-yl)propan-2-yl)benzamide C(C)OC=1C=C(C(=O)N[C@H](C(N2CC=CCC2C=2C=NC=CC2)=O)C)C=CC1OCC